ClC1=C(C=CC(=C1)OC)C=1C=C2C(=NC1)NN=C2C(=O)C=2C(=C(C=CC2)NS(=O)(=O)C)F N-(3-(5-(2-Chloro-4-methoxyphenyl)-1H-pyrazolo[3,4-b]pyridin-3-carbonyl)-2-fluorophenyl)methansulfonamid